FC(C(=O)O)(F)F.FC(C(=O)O)(F)F.CN1C=2C=3C=CN=C(CCCCC(C(NC2C=N1)=O)C)C3 3,9-dimethyl-3,4,7,15-tetraazatricyclo[12.3.1.02,6]Octadeca-1(18),2(6),4,14,16-pentaen-8-one ditrifluoroacetate